tert-butyl (4-(5-isopropyl-1,2,4-oxadiazol-3-yl)pyridin-2-yl)carbamate C(C)(C)C1=NC(=NO1)C1=CC(=NC=C1)NC(OC(C)(C)C)=O